C(N)(=O)C1=NN(C=C1NC(=O)C=1N=C(OC1)C1=CC(=NC=C1)N(C(OC(C)(C)C)=O)CC1CC1)C1=CC=C(C=C1)C(N(CCCCC=O)C)=O 2-Tert-butyl (4-(4-((3-carbamoyl-1-(4-(methyl(5-oxopentyl)carbamoyl)phenyl)-1H-pyrazol-4-yl)carbamoyl)oxazol-2-yl)pyridin-2-yl)(cyclopropylmethyl)carbamate